tert-butyl ((S)-1-(3-(3,5-difluorophenyl)-5-(((S)-1,1,1-trifluoropropan-2-yl)carbamoyl)pyridin-4-yl)-3-methylpyrrolidin-3-yl)carbamate FC=1C=C(C=C(C1)F)C=1C=NC=C(C1N1C[C@@](CC1)(C)NC(OC(C)(C)C)=O)C(N[C@H](C(F)(F)F)C)=O